2-[1-[2,6-difluoro-4-(2-isopropylsulfanyl-3-pyridyl)phenyl]-3-piperidyl]acetic acid FC1=C(C(=CC(=C1)C=1C(=NC=CC1)SC(C)C)F)N1CC(CCC1)CC(=O)O